[Br-].CN1[NH+]=C(N=N1)C 2,5-dimethyltetrazolium bromide